N-[(6-Amino-2-pyridyl)sulfonyl]-6-(6-isobutoxy-4-methyl-3-pyridyl)-2-(2,2,4-trimethylpyrrolidin-1-yl)pyridin-3-carboxamid NC1=CC=CC(=N1)S(=O)(=O)NC(=O)C=1C(=NC(=CC1)C=1C=NC(=CC1C)OCC(C)C)N1C(CC(C1)C)(C)C